C(C)(=O)C1C(CCC2=CC(=CC=C12)Br)=O 1-acetyl-6-bromo-3,4-dihydronaphthalen-2(1H)-one